SCCNC(=O)NC1=CC=CC=C1 1-(2-mercaptoethyl)-3-phenylurea